(3-isocyanatopropyl)silane N(=C=O)CCC[SiH3]